Benzyl 4-[3-[(3S)-1-tert-butoxycarbonyl-5,5-dimethyl-pyrrolidin-3-yl]-1-[(6-sulfamoyl-2-pyridyl)amino]propyl]-3,6-dihydro-2H-pyridine-1-carboxylate C(C)(C)(C)OC(=O)N1C[C@H](CC1(C)C)CCC(NC1=NC(=CC=C1)S(N)(=O)=O)C=1CCN(CC1)C(=O)OCC1=CC=CC=C1